NCCNC(=O)C1=NC(=CC=C1)C(=O)NCCN N,N'-bis(2-aminoethyl)-2,6-pyridinedicarboxylic acid diamide